C(C\C=C/CCCCCCCCCCCCCC)O (Z)-3-octadecenol